ClC=1C(=CC=C2N=CC(=NC12)C=1C=NN(C1)C1CCN(C2(CC2)C1)C(=O)OC(C)(C)C)OC1=CC2=C(N=C(N2COCC[Si](C)(C)C)C)C=C1 tert-butyl 7-[4-[8-chloro-7-[2-methyl-3-(2-trimethylsilylethoxymethyl)benzimidazol-5-yl]oxy-quinoxalin-2-yl]pyrazol-1-yl]-4-azaspiro[2.5]octane-4-carboxylate